4-(4-(6-fluoro-1H-indol-3-yl)furan-2-yl)-4-oxobutanoic acid FC1=CC=C2C(=CNC2=C1)C=1C=C(OC1)C(CCC(=O)O)=O